2-(3,4-dichlorophenyl)-8-methyl-[1,2,4]triazolo[1,5-c]pyrimidin-5(6H)-one ClC=1C=C(C=CC1Cl)C1=NN2C(NC=C(C2=N1)C)=O